tert-butyl 3-(5-((3-(4-fluorophenyl)-5-methylisoxazol-4-yl)methoxy)pyrazin-2-yl)-5,6-dihydro-[1,2,4]triazolo[4,3-a]pyrazin-7(8H)-carboxylate FC1=CC=C(C=C1)C1=NOC(=C1COC=1N=CC(=NC1)C1=NN=C2N1CCN(C2)C(=O)OC(C)(C)C)C